(±)-5-(4-(5-cyclopropyl-3-(trifluoromethyl)-1H-pyrazol-1-yl)benzyl)-3-(4-cyclopropyl-6-methoxypyrimidin-5-yl)-5,6a,7,7a-tetrahydro-6H-cyclopropa[4,5]-pyrido[2,3-d]pyrimidin-6-one C1(CC1)C1=CC(=NN1C1=CC=C(CN2C(C3C(C=4C2=NC(=NC4)C=4C(=NC=NC4OC)C4CC4)C3)=O)C=C1)C(F)(F)F